NC1=C2C(=NC=N1)N(N=C2C2=CC=C1C(=C(NC1=C2)C(=O)NC)Cl)C(C)(C)C 6-(4-amino-1-tert-butyl-pyrazolo[3,4-d]pyrimidin-3-yl)-3-chloro-N-methyl-1H-indole-2-carboxamide